C1(=CC=CC=C1)C=1OC2=C(C1SC)C=C(C=C2)Cl 2-phenyl-3-(methylthio)-5-chlorobenzofuran